ClC=1C=CC=C(C1Cl)C=CC(=O)NC(C(=O)O)CC1=CC=C(C=C1)OCC1=CC=CC=C1 2-[(5,6-dichloro)-phenylacrylamido]-3-(4-benzyloxyphenyl)-propionic acid